p-nitrobenzoyl-β-alanine [N+](=O)([O-])C1=CC=C(C(=O)NCCC(=O)O)C=C1